Lithium hydroxide-Monohydrate O.[OH-].[Li+]